racemic-ethyl-propyl-lactamide C(C)CC(C(=O)N)(O)CCC